(1R,3S)-3-(3-(2-(3-hydroxy-2-((E)-(isopropylimino)methyl)-5-methylphenoxy)acetamido)-1H-pyrazol-5-yl)cyclopentyl (1-methylcyclopropyl)carbamate CC1(CC1)NC(O[C@H]1C[C@H](CC1)C1=CC(=NN1)NC(COC1=C(C(=CC(=C1)C)O)/C=N/C(C)C)=O)=O